1,3,5-triethyl-benzene C(C)C1=CC(=CC(=C1)CC)CC